COC1=CC=C(CN2C=NC3=C(C2=O)CN([C@@H](C3)C)C(=O)OC(C)(C)C)C=C1 Tert-butyl (R)-3-(4-methoxybenzyl)-7-methyl-4-oxo-3,5,7,8-tetrahydropyrido[4,3-d]pyrimidine-6(4H)-carboxylate